N1C=CC2=CC(=CC=C12)C(C(=O)N)=C.N(CC(=O)O)(CC(=O)O)CC(=O)O NitriloTriacetic Acid (1H-INDOL-5-YL)ACRYLAMIDE